N1C=NC(=C1)CCNC1=NC(=NC2=CC=CC=C12)NCCC1=CC(=CC=C1)F N4-(2-(1H-imidazol-4-yl)ethyl)-N2-(3-fluorophenethyl)quinazoline-2,4-diamine